C1(CC(C(CC1)C(C)C)N(C(C(=O)[O-])=O)CC)C Menthyl-ethylamidooxalat